ClC1=CC(=C(CNC(=O)[C@@H]2N([C@@H]3C[C@@H]3C2)C(C2=CC(=CC=C2)S(=O)(=O)CC)=O)C=C1F)F (1r,3r,5r)-N-(4-chloro-2,5-difluorobenzyl)-2-(3-(ethylsulfonyl)benzoyl)-2-azabicyclo[3.1.0]hexane-3-carboxamide